ClC1=C(C(=O)N2COC3=C(C2)C=CC=C3C3=CC(=C(C(=O)O)C=C3F)N3C2COCC3CC2)C(=CC(=C1)N1CCNC2(CC2)C1)Cl 4-[3-[2,6-Dichloro-4-(4,7-diazaspiro[2.5]octan-7-yl)benzoyl]-2,4-dihydro-1,3-benzoxazin-8-yl]-5-fluoro-2-(3-oxa-8-azabicyclo[3.2.1]octan-8-yl)benzoic acid